CC(C(C(C(C)(C)C)=O)=O)CCC.CC(C(C(C(C)(C)C)=O)=O)CCC.[Pd] palladium bis(tetramethylheptanedione)